3-ISOPROPYL-6-(PIPERIDIN-3-YLTHIO)-N-(2-(TRIFLUOROMETHYL)PHENYL)IMIDAZO[1,2-B]PYRIDAZIN-8-AMINE HYDROCHLORIDE Cl.C(C)(C)C1=CN=C2N1N=C(C=C2NC2=C(C=CC=C2)C(F)(F)F)SC2CNCCC2